aminopropyl-carbon NCCC[C]